C#CCCCCCCCCCCC 1-tridecyne